10-(9H-carbazole-9-yl)-7H-benzo[c]carbazole C1=CC=CC=2C3=CC=CC=C3N(C12)C1=CC=2C=3C4=C(C=CC3NC2C=C1)C=CC=C4